(4,5-Dihydroisoxazol-3-yl)-2-methyl-4-(methylsulfonyl)benzoic acid ethyl ester C(C)OC(C1=C(C(=C(C=C1)S(=O)(=O)C)C1=NOCC1)C)=O